Dimethyl 5,5'-sulfanediyldi(furan-2-carboxylate) S(C1=CC=C(O1)C(=O)OC)C1=CC=C(O1)C(=O)OC